ClC=1C(=CC=C2C=CC=C(C12)[Sn](C)(C)C)F (8-chloro-7-fluoro-1-naphthyl)-trimethyl-stannane